3-(benzyloxy)-1-(2-bromo-3-fluorophenyl)cyclohexane-1-carbaldehyde C(C1=CC=CC=C1)OC1CC(CCC1)(C=O)C1=C(C(=CC=C1)F)Br